n-propyl sulfoxide C(CC)S(=O)CCC